(trans)-4-(2-bromo-propyl)-4'-ethyl-1,1'-bicyclohexane BrC(CC1CCC(CC1)C1CCC(CC1)CC)C